bismethacryl-ethyl-carboxylic acid C(=O)(C(=C)C)C(CC(=O)O)C(=O)C(=C)C